O1CCC(CC1)=CC#N 2-(tetrahydro-4H-pyran-4-ylidene)acetonitrile